1-(4-(2-(4-bromophenyl)propan-2-yl)thiazol-2-yl)-3-(3-fluoro-4-methoxybenzyl)urea BrC1=CC=C(C=C1)C(C)(C)C=1N=C(SC1)NC(=O)NCC1=CC(=C(C=C1)OC)F